Dimethylolcarboxylic acid C(O)OC(=O)CO